OC(COC=1C=C(C=2N(C1)N=CC2C#N)C=2C=NC(=CC2)N2[C@H]1CN([C@@H](C2)C1)CC=1C=NC(=CC1)OC)(C)C 6-(2-hydroxy-2-methylpropoxy)-4-(6-((1R,4R)-5-((6-methoxypyridin-3-yl)methyl)-2,5-diazabicyclo[2.2.1]heptan-2-yl)pyridin-3-yl)pyrazolo[1,5-a]pyridine-3-carbonitrile